FN1C(CC2=CC=CC=C12)=O fluoro-1,2-dihydro-2-oxo-3H-indol